C(=O)C=1C(=CC=C2C(=CC(OC12)=O)C(CNC(OCC=C)=O)C)O Allyl (2-(8-formyl-7-hydroxy-2-oxo-2H-chromen-4-yl)propyl)carbamate